di-tert-butyl pyrocarbonate C(OC(C)(C)C)(=O)OC(=O)OC(C)(C)C